4-methyl-5-(1,3-thiazol-2-ylcarbamoyl)thiophene CC=1C=CSC1C(NC=1SC=CN1)=O